C(C)N1C(C2(CC1)CCC(CC2)C2=C1N(N=C2CN(CCNC)C)CCC1)=O 2-Ethyl-8-(2-((methyl-(2-(methylamino)-ethyl)amino)methyl)-5,6-dihydro-4H-pyrrolo[1,2-b]pyrazol-3-yl)-2-azaspiro[4.5]decan-1-one